tris[4-(2,3-epoxypropoxy)phenyl]-methane C(C1CO1)OC1=CC=C(C=C1)C(C1=CC=C(C=C1)OCC1CO1)C1=CC=C(C=C1)OCC1CO1